(S)-3-amino-3-(5-bromo-2-fluoro-3-methylphenyl)propionic acid ethyl ester hydrochloride Cl.C(C)OC(C[C@@H](C1=C(C(=CC(=C1)Br)C)F)N)=O